FC=1C(=NC=CC1)NC=1C=NC=CC1I 3-fluoro-N-(4-iodopyridin-3-yl)pyridin-2-amine